4-[[2-(5-chloro-2-hydroxy-phenyl)acetyl]amino]-N-[1-cyano-2-methoxy-1-(methoxymethyl)ethyl]pyridine-2-carboxamide ClC=1C=CC(=C(C1)CC(=O)NC1=CC(=NC=C1)C(=O)NC(COC)(COC)C#N)O